FC(C(=O)O)(F)F.N1CC(C1)CN1CCN(CC1)C(=O)C=1C=CC(=C(C1)N1C(NC(CC1)=O)=O)Cl 1-(5-(4-(azetidin-3-ylmethyl)piperazine-1-carbonyl)-2-chlorophenyl)dihydropyrimidine-2,4(1H,3H)-dione trifluoroacetate